C(C1=CC=CC=C1)(C1=CC=CC=C1)=NC(C#N)C1=NN=CC2=CC=CC(=C12)Cl 2-(benzhydrylideneamino)-2-(8-chlorophthalazin-1-yl)acetonitrile